BrC=1C(=NC(=NC1)NC1=CC=C2CCN(CC2=C1)C(CNC)=O)NC1=C(C(=O)NC)C=CC=C1 2-{5-Bromo-2-[2-(2-methylamino-acetyl)-1,2,3,4-tetrahydro-isoquinolin-7-ylamino]-pyrimidin-4-ylamino}-N-methyl-benzamide